COC(C(=O)OC=1C(=CC(=CC1C(C)=O)C=CC)OC)C1=CC=C(C=C1)\C=C\C acetyl-isoeugenol (E)-2-methoxy-4-(prop-1-en-1-yl)phenyl-acetate